COC=1C=C(SC1)C(=O)C1[C@H]2CN(C[C@@H]12)C(=O)OC(C)(C)C tert-butyl (1R-5S,6r)-6-[(4-methoxy-2-thienyl)carbonyl]-3-azabicyclo[3.1.0]hexane-3-carboxylate